2-(4-((4-(4-fluorophenyl)-5-oxo-4,5-dihydro-1H-1,2,4-triazol-1-yl)methyl)-2-Methylphenoxy)-2-methylpropanoic acid ethyl ester C(C)OC(C(C)(C)OC1=C(C=C(C=C1)CN1N=CN(C1=O)C1=CC=C(C=C1)F)C)=O